FC1=C(C(=CC=C1)F)N1N=C(C=CC1=O)C(=O)NC=1C(=C2C=NN(C2=CC1)C(C)C)N1C[C@@H](CC1)NC(OC(C)(C)C)=O tert-butyl N-[(3R)-1-[5-[[1-(2,6-difluorophenyl)-6-oxo-pyridazine-3-carbonyl]amino]-1-isopropyl-indazol-4-yl]pyrrolidin-3-yl]carbamate